(S)-Cyanomethyl 2-((tert-butoxycarbonyl)amino)-3-(4-(trifluoromethyl)phenyl)propanoate C(C)(C)(C)OC(=O)N[C@H](C(=O)OCC#N)CC1=CC=C(C=C1)C(F)(F)F